CYTIDINE 5'-(2-METHYLPROPANOATE) CC(C(=O)OC[C@@H]1[C@H]([C@H]([C@@H](O1)N1C(=O)N=C(N)C=C1)O)O)C